terephthaloyl-bis(2-methyl-aziridine) C(C1=CC=C(C(=O)N2C(C2)C)C=C1)(=O)N1C(C1)C